(1Z,3E,5Z)-1,6-diphenylhexa-1,3,5-triene C1(=CC=CC=C1)\C=C/C=C/C=C\C1=CC=CC=C1